bis(acryloxyethoxy)tetrabromobisphenol A C(C=C)(=O)OCCOC(C(C1=C(C(=C(O)C(=C1Br)Br)Br)Br)(C)C1=CC=C(C=C1)O)OCCOC(C=C)=O